1,2,3-tris(2-Ethylhexyloxy)propane C(C)C(COCC(COCC(CCCC)CC)OCC(CCCC)CC)CCCC